C(C)(C)(C)OC(=O)N1C[C@@H](N(CC1)C=1C2=C(N=CN1)N(C=C2C(=O)N2CCCC2)C2=CC(=CC=C2)Cl)C tert-butyl-(3S)-4-[7-(3-chlorophenyl)-5-(pyrrolidine-1-carbonyl)-7H-pyrrolo[2,3-d]pyrimidin-4-yl]-3-methylpiperazine-1-carboxylate